C(C1=CC=CC=C1)N1N=C(C(=C1)F)C(=O)N[C@@H]1C(N(C2=C(OC1)C=CC(=C2)N2CC1(CC2)CCOCC1)C)=O (S)-1-benzyl-4-fluoro-N-(5-methyl-4-oxo-7-(8-oxa-2-azaspiro[4.5]decan-2-yl)-2,3,4,5-tetrahydrobenzo[b][1,4]oxaazepin-3-yl)-1H-pyrazole-3-carboxamide